C(C1=CC=CC=C1)OC1=NC(=CC=C1C1=NN(C2=CC(=CC=C12)N1C[C@@H](CC1)C(=O)O)C)OCC1=CC=CC=C1 (R)-1-(3-(2,6-bis(benzyloxy)pyridin-3-yl)-1-methyl-1H-indazol-6-yl)pyrrolidine-3-carboxylic acid